FC=1C=C2CCCN(C2=C(C1)F)C1=C2C=NNC2=C(C=C1)S(=O)(=O)C(F)(F)F 6,8-Difluoro-1-(7-trifluoromethanesulfonyl-1H-indazol-4-yl)-1,2,3,4-tetrahydroquinoline